4-cyclohexylamino-1-butanesulfonic acid C1(CCCCC1)NCCCCS(=O)(=O)O